C(C(=C)C)(=O)OCCC[Si](C)(C)Cl 3-(chlorodimethylsilyl)propyl methacrylate